Cl.COC=1C=C2C(=NC1)NC=C2CCN(C)C 2-(5-methoxy-1H-pyrrolo[2,3-b]pyridin-3-yl)-N,N-dimethylethan-1-amine hydrochloride